5-Ethyl-2-(3-methylcyclohex-2-en-1-yl)-3-propan-2-yloxyphenol C(C)C=1C=C(C(=C(C1)O)C1C=C(CCC1)C)OC(C)C